F\C(=C/CN)\C(S(=O)(=O)C1=C(C(=C(C(=C1[2H])[2H])[2H])[2H])[2H])(F)F (Z)-3,4,4-trifluoro-4-((phenyl-d5)sulfonyl)but-2-en-1-amine